2-(4-ethylphenyl)-4-oxo-4-(p-tolyl)butanenitrile C(C)C1=CC=C(C=C1)C(C#N)CC(C1=CC=C(C=C1)C)=O